NC1=NC=NN2C1=C(N=C2[C@H]2CC[C@@H](OC2)CO)C2=C(C(=C(C=C2)OC2=CC=CC=C2)F)F ((2R,5R)-5-(4-amino-5-(2,3-difluoro-4-phenoxyphenyl)imidazo[5,1-f][1,2,4]triazin-7-yl)tetrahydro-2H-pyran-2-yl)methanol